nickel(II) dimethoxyethane chloride [Cl-].C(OC)COC.[Ni+2].[Cl-]